[F-].C(CCCCCCCCCCC)[NH+]1CC(CC1)CC 1-Dodecyl-3-ethylpyrrolidinium fluorid